amino-5-((2-(6-(1-(hydroxymethyl)cyclopropyl)pyridin-2-yl)ethyl)amino)-2,3-dimethylpyrazole NC1=C(N(N=C1NCCC1=NC(=CC=C1)C1(CC1)CO)C)C